C(C)(C)(C)OC(=O)NC1=CC2=C(C(N(N=C2C(C)C)CC(=O)OCC)=O)S1 Ethyl 2-[2-(tert-butoxycarbonylamino)-4-isopropyl-7-oxo-thieno[2,3-d]pyridazin-6-yl]acetate